tert-amylperoxyl-2-Ethylhexanoate C(C)(C)(CC)OOC(C(=O)[O-])(CCCC)CC